2-(E)-(4-bromobenzylidene)-1-cyclopentanone BrC1=CC=C(\C=C/2\C(CCC2)=O)C=C1